5-Bromo-1,3-dimethoxy-2-isopropyl-benzene BrC=1C=C(C(=C(C1)OC)C(C)C)OC